COC1=NC=CC=C1C=1CN(CC1)C(=O)OC(C)(C)C tert-butyl 3-(2-methoxypyridin-3-yl)-2,5-dihydro-1H-pyrrole-1-carboxylate